N-((tetrahydro-2H-pyran-2-yl)oxy)acrylamide phenyl-3-((diisopropylamino)methyl)-4-(5-fluoro-2-methoxypyridin-4-yl)benzoate C1(=CC=CC=C1)OC(C1=CC(=C(C=C1)C1=CC(=NC=C1F)OC)CN(C(C)C)C(C)C)=O.O1C(CCCC1)ONC(C=C)=O